N-(p-toluenesulfonyloxy)phthalimide CC1=CC=C(C=C1)S(=O)(=O)ON1C(C=2C(C1=O)=CC=CC2)=O